tert-butyl (5R)-5-(5,5-dimethyl-1,1-dioxo-1λ6,2-thiazolidin-2-yl)-3,3-difluoropiperidine-1-carboxylate CC1(CCN(S1(=O)=O)[C@@H]1CC(CN(C1)C(=O)OC(C)(C)C)(F)F)C